C(C)(CC)N1N=C2C(N=C(N=C2NC(C)C=2C=NC3=CC=CC=C3C2)N2CCN(CC2)C(C)=O)=C1 1-{4-[2-sec-Butyl-7-(1-quinolin-3-yl-ethylamino)-2H-pyrazolo[4,3-d]pyrimidin-5-yl]-piperazin-1-yl}-ethanon